COC=1C=C(C=CC1OC)C1=C(C=2N=C(N=CC2N1)C1CCN(CC1)C1CCN(CC1)C(C)C)C(C)C 6-(3,4-dimethoxyphenyl)-7-isopropyl-2-(1'-isopropyl-[1,4'-bipiperidin]-4-yl)-5H-pyrrolo[3,2-d]pyrimidine